COC(C1=C(C=C(C(=C1)F)Br)NC(C)=O)=O 2-Acetamido-4-bromo-5-fluorobenzoic acid methyl ester